N=1ON=C2C1C=CC(=C2)COC2=C(CN[C@H](CO)C(=O)O)C=C(C(=C2)OCC=2C(=C(C=CC2)C2=CC=CC=C2)Cl)[N+](=O)[O-] (2-(benzo[c][1,2,5]oxadiazol-5-ylmethoxy)-4-((2-chloro-[1,1'-biphenyl]-3-yl)methoxy)-5-nitrobenzyl)-D-serine